(2S,3R)-1-[5-methoxy-4-[1-(1-methylazetidin-3-yl)pyrazol-4-yl]-6-(trifluoromethyl)pyrimidin-2-yl]-2-methyl-azetidin-3-ol COC=1C(=NC(=NC1C(F)(F)F)N1[C@H]([C@@H](C1)O)C)C=1C=NN(C1)C1CN(C1)C